4-(2-iodo-1-((2-(trimethylsilyl)ethoxy)methyl)-1H-pyrrolo[3,2-c]pyridin-4-yl)morpholine IC1=CC=2C(=NC=CC2N1COCC[Si](C)(C)C)N1CCOCC1